4-{[3-(3-aminopyrrolidin-1-yl)-2-methoxyphenyl]amino}-6-cyclopropaneamido-N-(2H3)methylpyridazine-3-carboxamide NC1CN(CC1)C=1C(=C(C=CC1)NC1=C(N=NC(=C1)NC(=O)C1CC1)C(=O)NC([2H])([2H])[2H])OC